6-fluoro-1,2,3,4-tetrahydroquinolin-3-ol FC=1C=C2CC(CNC2=CC1)O